C(C)(C)OC(=O)[C@@H]1C[C@H](CCC1)OC=1C(=NC(=CC1)C=1C(=NN(C1CO)C)Cl)C.C(#N)C=1C=C(OC2=CC(=CC=C2)OC2=CC(=C(C=C2)C#N)C#N)C=CC1C#N |r| 1,3-bis(3,4-dicyanophenoxy)benzene (+/-)-isopropyl-(1S,3S)-3-((6-(3-chloro-5-(hydroxymethyl)-1-methyl-1H-pyrazol-4-yl)-2-methylpyridin-3-yl)oxy)cyclohexane-1-carboxylate